ClC1=CC=C(C=C1)C1(CCCC1)C#N 1-(4-chlorophenyl)cyclopentanecarbonitrile